[Rh]Cl.C=C.C=C di(ethylene) rhodium (I) chloride